CN(C(C(=CCCCN)C)=O)C N,N-dimethyl-aminopropyl-methacrylamide